NCC1=CC(=NC=C1)NC1C(NC(CC1)=O)=O 3-((4-(Aminomethyl)pyridin-2-yl)amino)piperidine-2,6-dione